CC1(COC1)COC1=CC2=C(N(C=N2)C2=NC3=C(C=CC=C3C=C2)N2CCC(CC2)N)C=C1 1-(2-{5-[(3-methyl-3-oxetanyl)methoxy]-1H-benzimidazol-1-yl}-8-quinolyl)-4-piperidinamine